(R)-N-(2-amino-1-(3-chlorophenyl)-ethyl)-1-(5-methyl-2-((tetrahydro-2H-pyran-4-yl)amino)-pyrimidin-4-yl)-1H-imidazole-4-carboxamide NC[C@@H](C1=CC(=CC=C1)Cl)NC(=O)C=1N=CN(C1)C1=NC(=NC=C1C)NC1CCOCC1